3-(5-chloro-1,3-thiazol-2-yl)-5-{[3-hydroxybutan-2-yl]oxy}-N-{(1R)-1-[6-(trifluoromethyl)pyridin-3-yl]ethyl}benzamide ClC1=CN=C(S1)C=1C=C(C(=O)N[C@H](C)C=2C=NC(=CC2)C(F)(F)F)C=C(C1)OC(C)C(C)O